2-(3,3-difluoro-5-{6-[5-(hydroxymethyl)-1-methyl-1H-1,2,3-triazol-4-yl]-2-methylpyridin-3-yl}piperidin-1-yl)acetic acid ethyl ester C(C)OC(CN1CC(CC(C1)C=1C(=NC(=CC1)C=1N=NN(C1CO)C)C)(F)F)=O